(4-((3-methyl-4,5,6,7-tetrahydro-1H-pyrazolo[4,3-c]pyridin-1-yl) methyl) bicyclo[2.2.2]oct-1-yl) carbamate C(N)(OC12CCC(CC1)(CC2)CN2N=C(C=1CNCCC12)C)=O